N-(5-((4-(7-methoxy-1,9-dimethyl-9H-pyrido[3,4-b]indol-6-yl)piperazine-1-yl)sulfonyl)-4-methylthiazol-2-yl)acetamide COC1=C(C=C2C3=C(N(C2=C1)C)C(=NC=C3)C)N3CCN(CC3)S(=O)(=O)C3=C(N=C(S3)NC(C)=O)C